3-(6-((2R,4R)-4-((5-chloro-4-((1-methyl-2-oxoindolin-5-yl)amino)pyrimidin-2-yl)(methyl)amino)-2-methylpiperidin-1-yl)-1-methyl-1H-indazol-3-yl)piperidine-2,6-dione ClC=1C(=NC(=NC1)N([C@H]1C[C@H](N(CC1)C1=CC=C2C(=NN(C2=C1)C)C1C(NC(CC1)=O)=O)C)C)NC=1C=C2CC(N(C2=CC1)C)=O